3-(5-methyl-1,3-thiazol-2-yl)-5-[(1S,4S)-2-oxa-5-azabicyclo[2.2.1]hept-1-ylmethoxy]-N-{(1R)-1-[2-(trifluoromethyl)pyrimidin-5-yl]ethyl}benzamide CC1=CN=C(S1)C=1C=C(C(=O)N[C@H](C)C=2C=NC(=NC2)C(F)(F)F)C=C(C1)OC[C@@]12OC[C@@H](NC1)C2